5-fluoro-N-(1-(methylsulfonyl)piperidin-4-yl)-4-(2-(pyridin-4-yl)-4-(trifluoromethyl)thiazol-5-yl)pyrimidin-2-amine FC=1C(=NC(=NC1)NC1CCN(CC1)S(=O)(=O)C)C1=C(N=C(S1)C1=CC=NC=C1)C(F)(F)F